C=C(CCC(=O)OCC(CO)O)CCCCCCC 2,3-dihydroxypropyl 4-methyleneundecanoate